(3-(hydroxymethyl)-3-methyl-4-oxo-2,3,4,5-tetrahydro-1H-pyrido[2,3-b][1,4]diazepine-8-Yl)-N-methyl-N-((3-methylbenzofuran-2-yl)methyl)acrylamide OCC1(CNC2=C(NC1=O)N=CC(=C2)C(C(=O)N(CC=2OC1=C(C2C)C=CC=C1)C)=C)C